C(C)\C=C\C(CCC=C(CC)C)(O)C ethyl-((E)-3,7-dimethylnonan-1,6-dien-3-ol)